1,18-diiodo-9-octadecene ICCCCCCCCC=CCCCCCCCCI